FC(OC=1C(=CC2=C(NCCO2)C1)C1=NN(C=C1NC(=O)C=1C=NN2C1N=CC=C2)CC=2N=NN(N2)CCN(C)C)F N-[3-[6-(difluoromethoxy)-3,4-dihydro-2H-1,4-benzoxazin-7-yl]-1-[[2-[2-(dimethylamino)ethyl]tetrazol-5-yl]methyl]pyrazol-4-yl]pyrazolo[1,5-a]pyrimidine-3-carboxamide